C(C1=CC=CC=C1)OC(=O)N1CCC=C1 pyrrole-1(2H)-carboxylic acid benzyl ester